N(C1=CC=CC=C1)C1=C(NC2=C1C(N(CC2C)C)=O)C2=CC(=NC=C2)NC(CC2=CC=C(C=C2)F)=O N-{4-[3-anilino-5,7-dimethyl-4-oxo-4,5,6,7-tetrahydro-1H-pyrrolo[3,2-c]pyridin-2-yl]pyridin-2-yl}-2-(4-fluorophenyl)acetamide